O=C1NC(CCC1N1C(C2=CC=C(C=C2C1=O)NCC(=O)N1CCN(CC1)C1=CC=C(C=C1)C1=NNC2=C1N=C(N=C2)C2=C(C=CC=C2OC)F)=O)=O 2-(2,6-Dioxopiperidin-3-yl)-5-((2-(4-(4-(5-(2-Fluoro-6-methoxyphenyl)-1H-pyrazolo[4,3-d]pyrimidin-3-yl)phenyl)piperazin-1-yl)-2-oxoethyl)amino)isoindolin-1,3-dion